2,8-dibromoanthraceno[1,2-b:5,6-b']dithiophene BrC1=CC2=C(S1)C1=CC=3C=CC4=C(SC(=C4)Br)C3C=C1C=C2